5-tert-butoxycarbonyl-3-chloro-4,6,7,8-tetrahydropyrazolo[1,5-a][1,4]diazepine-2-carboxylic acid C(C)(C)(C)OC(=O)N1CC=2N(CCC1)N=C(C2Cl)C(=O)O